6-(azetidin-1-yl)-1H-indazole N1(CCC1)C1=CC=C2C=NNC2=C1